1-benzyl glutamate N[C@@H](CCC(=O)[O-])C(=O)OCC1=CC=CC=C1